ClC(CC(CC(CC(CCCC(C)OC(C)CCCC(CC(CC(CC(C)Cl)C)C)C)C)C)C)C 10-chloro-4,6,8-trimethylundecylethyl ether